NC1=C(N2N(CCC2)C1=O)N(C)C 2-amino-3-dimethylamino-6,7-dihydro-1h,5h-pyrazolo[1,2-a]pyrazol-1-one